N=1CCCN2C=NC=3C=CC(=CC3C21)OC=2C(=C(C(=CC2)F)NS(=O)(=O)CCC)F N-(3-((3,4-dihydro-2H-pyrimido[1,2-c]quinazolin-10-yl)oxy)-2,6-difluorophenyl)propane-1-sulfonamide